2-(4-Fluorophenyl)-N-(4-(hydroxymethyl)phenyl)thiazole-5-sulfonamide Sodium [Na].FC1=CC=C(C=C1)C=1SC(=CN1)S(=O)(=O)NC1=CC=C(C=C1)CO